Ethyl 4-bromobenzimidate hydrochloride salt Cl.BrC1=CC=C(C(OCC)=N)C=C1